tosylmethacrylate S(=O)(=O)(C1=CC=C(C)C=C1)C=C(C(=O)[O-])C